C(C1=CC=CC=C1)OC(=O)N1C(C(=CC1)C1=CC=2C(=NC=CC2NC=2C(=CC3=C(N=CS3)C2F)F)S1)C 3-(4-((4,6-difluorobenzo[d]thiazol-5-yl)amino)thieno[2,3-b]pyridin-2-yl)-2-methyl-2,5-dihydro-1H-pyrrole-1-carboxylic acid benzyl ester